2-(4,6-Bis-(2,4-dimethylphenyl)-1,3,5-triazin-2-yl)5-(octyloxy)-phenol CC1=C(C=CC(=C1)C)C1=NC(=NC(=N1)C1=C(C=C(C=C1)C)C)C1=C(C=C(C=C1)OCCCCCCCC)O